2,4-bis-trichloromethyl-6-4-methoxystyryl-1,3,5-triazine ClC(C1=NC(=NC(=N1)C(Cl)(Cl)Cl)C=CC1=CC=C(C=C1)OC)(Cl)Cl